N-(5,6-dimethoxybenzothiazol-2-yl)-2-{3-[(methylethyl)sulfonyl]phenyl}acetamide COC=1C(=CC2=C(N=C(S2)NC(CC2=CC(=CC=C2)S(=O)(=O)C(C)C)=O)C1)OC